C1(CC1)N1C[C@@H](CC1)OC1=C(C=C2C(=NC=NC2=C1)NC1=CC(=NC=C1)C1=C(C=CC=C1)F)NC(C=C)=O (R)-N-(7-((1-cyclopropylpyrrolidin-3-yl)oxy)-4-((2-(2-fluorophenyl)pyridin-4-yl)amino)quinazolin-6-yl)acrylamide